7-(2-(cyclobutylmethyl)-7H-pyrrolo[2,3-d]pyrimidin-5-yl)-2-((1-methylpiperidin-4-yl)oxy)quinoxaline C1(CCC1)CC=1N=CC2=C(N1)NC=C2C2=CC=C1N=CC(=NC1=C2)OC2CCN(CC2)C